8-(2,6-difluorophenyl)-13-(4-ethylsulfonylpiperazin-1-yl)-5-methyl-3,4,7,9,12-pentazatricyclo[8.4.0.02,6]tetradeca-1(10),2(6),4,7,11,13-hexaene FC1=C(C(=CC=C1)F)C1=NC=2C(=NNC2C=2C=C(N=CC2N1)N1CCN(CC1)S(=O)(=O)CC)C